Tert-butyl (S)-4-((6-((2-(5-hydroxy-1-methyl-1H-pyrazol-4-yl)pyrimidin-4-yl)amino)-4-((4-hydroxybutan-2-yl)amino)pyridin-3-yl)ethynyl)piperidine-1-carboxylate OC1=C(C=NN1C)C1=NC=CC(=N1)NC1=CC(=C(C=N1)C#CC1CCN(CC1)C(=O)OC(C)(C)C)N[C@@H](C)CCO